5-((tert-butoxycarbonyl)amino)-1-methyl-1H-pyrazole-3-carboxylic acid methyl ester COC(=O)C1=NN(C(=C1)NC(=O)OC(C)(C)C)C